OC1C(OCC1)C(CO)O 1-(3-hydroxytetrahydrofuran-2-yl)-1,2-ethylene glycol